5-methoxy-N-[(1s,4s)-4-{[6-chloro-2-(trifluoromethyl)quinolin-4-yl]amino}cyclohexyl]-1-benzofuran-2-carboxamide COC=1C=CC2=C(C=C(O2)C(=O)NC2CCC(CC2)NC2=CC(=NC3=CC=C(C=C23)Cl)C(F)(F)F)C1